[4-(Hydroxymethyl)piperidin-4-yl]methanol methyl-1-(1-((benzyloxy)carbonyl)piperidin-4-yl)-2-oxo-1,2-dihydropyridine-3-carboxylate CC1=C(C(N(C=C1)C1CCN(CC1)C(=O)OCC1=CC=CC=C1)=O)C(=O)OCC1(CCNCC1)CO